FC(C1=C(C=CC=C1)CN1N=C(C=2CNCCC21)C(=O)N)(F)F 1-[[2-(trifluoromethyl)phenyl]methyl]-1h,4h,5h,6h,7h-pyrazolo[4,3-c]pyridine-3-carboxamide